3-(((1-((6-chloropyridin-3-yl)amino)isoquinolin-6-yl)oxy)methyl)-1-methyl-1H-pyrazole-5-carbonitrile ClC1=CC=C(C=N1)NC1=NC=CC2=CC(=CC=C12)OCC1=NN(C(=C1)C#N)C